N4-(2-(6-methylpyridin-2-yl)pyrimidin-4-yl)-N2-(4-(pyrrolidin-3-ylmethyl)phenyl)pyrimidine-2,4-diamine CC1=CC=CC(=N1)C1=NC=CC(=N1)NC1=NC(=NC=C1)NC1=CC=C(C=C1)CC1CNCC1